C(#N)C1=C(C=C(C=C1)F)CN(CC(=O)N(C1=C(C=C(C(=O)O)C=C1)OCC)CC1=CC(=CC(=C1)C1CC1)C1CC1)S(=O)(=O)C1=C(C(=C(C(=C1)F)F)F)F 4-[[2-[(2-cyano-5-fluoro-phenyl)methyl-(2,3,4,5-tetrafluorophenyl)sulfonyl-amino]acetyl]-[(3,5-dicyclopropylphenyl)methyl]amino]-3-ethoxy-benzoic acid